6-phenyl-3,4-dihydro-2H-spiro[silino[2,3-c]pyridine-1,1'-silolane] C1(=CC=CC=C1)C=1C=C2C(=CN1)[Si]1(CCCC1)CCC2